ClC1=C(C=CC=C1F)C1=CC=CC2=C1NC(=NS2(=O)=O)NC[C@@H](C)OC (R)-5-(2-chloro-3-fluorophenyl)-3-((2-methoxypropyl)amino)-4H-benzo[e][1,2,4]thiadiazine 1,1-dioxide